{4-[(2S)-2-[(2S)-2-[(tert-butoxycarbonyl)amino]-3-methylbutanamido]propanamido]phenyl}methyl N-[(1R,1S)-2-(hydroxymethyl)cyclopropyl]-N-methylcarbamate OCC1[C@@H](C1)N(C(OCC1=CC=C(C=C1)NC([C@H](C)NC([C@H](C(C)C)NC(=O)OC(C)(C)C)=O)=O)=O)C